NC1=NC=C(C2=C1C(=C(N2C)C2=C(C=C(C=C2)NC(=O)C(=C)F)C)C=2C=C(C(=NC2)C(=O)NCC(F)(F)F)Cl)Br 5-(4-amino-7-bromo-2-{4-[(2-fluoroacrylamino)]-2-methylphenyl}-1-methylpyrrolo[3,2-c]pyridin-3-yl)-3-chloro-N-(2,2,2-trifluoroethyl)pyridine-2-carboxamide